FC1(CCOCC1)CO (4-fluorotetrahydro-2H-pyran-4-yl)-methanol